N-(2-ethoxy)phenyl-N'-(3-(1-(2-pentyl)-1,2,3,6-tetrahydropyridin-4-yl)-1H-indol-5-yl)thiourea CCON(C(=S)NC=1C=C2C(=CNC2=CC1)C=1CCN(CC1)C(C)CCC)C1=CC=CC=C1